1,5-anhydro-2,3-dideoxy-3-(((4-((3-methyloxetan-3-yl)methoxy)-7-(4-(1-methyl-1H-1,2,3-triazol-4-yl)benzyl)-2,3-dihydro-1-benzofuran-5-yl)carbonyl)amino)-L-threo-pentitol CC1(COC1)COC1=C(C=C(C2=C1CCO2)CC2=CC=C(C=C2)C=2N=NN(C2)C)C(=O)N[C@H]2CCOC[C@@H]2O